BrCC(O[Si](C)(C)C(C)(C)C)C1=CC2=C(NC(S2)=O)C(=C1)F 6-(2-bromo-1-((tert-butyldimethylsilyl)oxy)ethyl)-4-fluorobenzo[d]thiazol-2(3H)-one